[rac-2-(7-bromoindol-1-yl)-1-methyl-propyl] (2S)-2-[(3-hydroxy-4-methoxy-pyridine-2-carbonyl)amino]propanoate OC=1C(=NC=CC1OC)C(=O)N[C@H](C(=O)OC(C(C)N1C=CC2=CC=CC(=C12)Br)C)C